4-((benzyloxy) methyl)-5-methyl-1H-pyrazole-3-carboxylate C(C1=CC=CC=C1)OCC=1C(=NNC1C)C(=O)[O-]